S1C(=CC2=C1C=CC=C2)C2=CC=C1C=CC(=CC1=C2)N(C2=CC=C(C=C2)C=2SC1=C(C2)C=CC=C1)C1=CC=C(C=C1)C=1SC2=C(N1)C=CC=C2 (7-benzothiophen-2-yl-naphthalen-2-yl)-(4-benzothiazol-2-yl-phenyl)-(4-benzothiophen-2-yl-phenyl)amine